N-{4-[(3-hydroxy-3-methylazetidinyl)methyl]phenyl}{[(4-methoxyphenyl)methyl]amino}carboxamide OC1(CN(C1)CC1=CC=C(C=C1)NC(=O)NCC1=CC=C(C=C1)OC)C